N-[2-methyl-8-[1-(2-trimethylsilylethoxymethyl)pyrazol-4-yl]oxy-imidazo[1,2-a]pyridin-6-yl]-1,1-diphenyl-methanimine CC=1N=C2N(C=C(C=C2OC=2C=NN(C2)COCC[Si](C)(C)C)N=C(C2=CC=CC=C2)C2=CC=CC=C2)C1